8-fluoroisoquinolin-3-amin FC=1C=CC=C2C=C(N=CC12)N